C/C(/CC)=N/O Z-butanone oxime